4-(pyrrolidin-1-yl)benzoyl-hydrazine N1(CCCC1)C1=CC=C(C(=O)NN)C=C1